BrC=1C(=C(OC2=CC=C(C=C2)CC=O)C=CC1)C 2-[4-(3-bromo-2-methyl-phenoxy)phenyl]acetaldehyde